4-chloro-7-phenoxy-1H-indole-2-carboxylic acid ClC1=C2C=C(NC2=C(C=C1)OC1=CC=CC=C1)C(=O)O